5-acetoxy-N-propyltryptamine C(C)(=O)OC1=CC=C2NC=C(CCNCCC)C2=C1